C(C)(C)(C)OC(=O)N1CCC(=C(C1=O)C(NC1=C(C(=CC=C1)F)OC)=S)O 5-[(3-Fluoro-2-methoxyphenyl)thiocarbamoyl]-4-hydroxy-6-oxo-3,6-dihydropyridine-1(2H)-carboxylic acid tert-butyl ester